N-[2-fluoro-4-(trifluoromethyl)phenyl]-4-methylpyridin-3-amine FC1=C(C=CC(=C1)C(F)(F)F)NC=1C=NC=CC1C